C(C1=CC=CC=C1)OC1=C(C=CC(=C1)Br)[N+](=O)[O-] (benzyloxy)-4-bromo-1-nitrobenzene